S1C(=CC=C1)CN1C=[N+](C=C1)CC=1SC=CC1 1,3-bis[(thiophen-2-yl)methyl]imidazolium